NC1=NC=C(C(=N1)C1=C(C=CC=C1)Cl)C(=O)N1CCN(CC1)C (2-amino-4-(2-chlorophenyl)pyrimidin-5-yl)(4-methylpiperazin-1-yl)methanone